butyl 5-hydroxy-1-(4-hydroxy-2-methylbutan-2-yl)-1H-pyrazole-4-carboxylate OC1=C(C=NN1C(C)(CCO)C)C(=O)OCCCC